(R)-3-ethyl-2-(1-(4-methyl-1,4-diazepan-1-yl)butyl)-6-(trifluoromethoxy)quinazolin-4(3H)-one C(C)N1C(=NC2=CC=C(C=C2C1=O)OC(F)(F)F)[C@@H](CCC)N1CCN(CCC1)C